3,4-dicarboxyl-1,2,3,4-tetrahydro-1-naphthalenesuccinic anhydride C(=O)(O)C1CC(C2=CC=CC=C2C1C(=O)O)C1CC(=O)OC1=O